C(C)(C)(C)OC(=O)N1C(CN(CC1)C(=O)C1=NC2=CC=C(C=C2C(=N1)NC1=NNC(=C1)C1CC1)P(=O)(C)C)C 4-(4-((5-cyclopropyl-1H-pyrazol-3-yl)amino)-6-(dimethylphosphoryl)quinazoline-2-carbonyl)-2-methylpiperazine-1-carboxylic acid tert-butyl ester